1,3-dimethyl-5-nitro-1H-benzo[d]imidazol-2(3H)-one CN1C(N(C2=C1C=CC(=C2)[N+](=O)[O-])C)=O